C(C)OC([C@@H](C)OC1=NN(C2=C1CN(CC2)C(=O)OC(C)(C)C)C2=CC=C(C=C2)C(C)C)=O |r| tert-butyl (rac)-3-((1-ethoxy-1-oxopropan-2-yl)oxy)-1-(4-isopropylphenyl)-1,4,6,7-tetrahydro-5H-pyrazolo[4,3-c]pyridine-5-carboxylate